2-(phenylethynyl)benzoic acid C1(=CC=CC=C1)C#CC1=C(C(=O)O)C=CC=C1